Cl.O[C@H]1CNCC1 (R)-3-hydroxypyrrolidine hydrochloride